CC1=NC(=CC(=C1)C=1NC2=CC=C(C=C2C1C(C)C)C1CCN(CC1)C(C(=O)N1CCNCC1)=O)C 1-(4-(2-(2,6-dimethylpyridin-4-yl)-3-isopropyl-1H-indol-5-yl)piperidin-1-yl)-2-(piperazin-1-yl)ethane-1,2-dione